5-chloro-2-(2-hydroxy-3,5-di-alpha-cumylphenyl)-2H-benzotriazole ClC1=CC=2C(=NN(N2)C2=C(C(=CC(=C2)C(C)(C)C2=CC=CC=C2)C(C)(C)C2=CC=CC=C2)O)C=C1